FC(C1(CC1)C1=CC=C(C=C1)NC(OC(C)(C)C)=O)(F)F tert-butyl N-{4-[1-(trifluoromethyl)cyclopropyl]phenyl}carbamate